1,2,3,4-tetrahydrobenzo(H)quinolin-3-ol N1CC(CC2=CC=C3C(=C12)C=CC=C3)O